2-({4-[2-(3-cyanophenyl)-2-methyl-1,3-benzodioxol-4-yl]piperidin-1-yl}methyl)-1-(2-methoxyethyl)-1H-benzimidazole-6-carboxylic acid, formate salt C(=O)O.C(#N)C=1C=C(C=CC1)C1(OC2=C(O1)C=CC=C2C2CCN(CC2)CC2=NC1=C(N2CCOC)C=C(C=C1)C(=O)O)C